5-(1-(tert-butoxycarbonyl)azetidin-3-yl)-2-(4,4-difluoroazepan-1-yl)-4-methylnicotinic acid C(C)(C)(C)OC(=O)N1CC(C1)C=1C=NC(=C(C(=O)O)C1C)N1CCC(CCC1)(F)F